Cl.COC([C@@H]([C@@H]1NCCCC1)C1=CC=CC=C1)=O (R)-2-phenyl-2-((R)-piperidine-2-yl)acetic acid methyl ester hydrochloride